N-(4-fluorophenyl)-2-((4-(3-methoxyphenyl)-5-(pyridin-2-yl)-4H-1,2,4-triazol-3-yl)thio)acetamide FC1=CC=C(C=C1)NC(CSC1=NN=C(N1C1=CC(=CC=C1)OC)C1=NC=CC=C1)=O